acetamido-5-(2-hydroxypropan-2-yl)-[2,3'-bipyridine] butyl-4-(6-((4-(2-chlorophenyl)thiazol-2-yl)carbamoyl)pyridin-3-yl)piperazine-1-carboxylate C(CCC)OC(=O)N1CCN(CC1)C=1C=NC(=CC1)C(NC=1SC=C(N1)C1=C(C=CC=C1)Cl)=O.C(C)(=O)NC=1C(=NC=C(C1)C(C)(C)O)C=1C=NC=CC1